CC1=CC=C(C=C1)S(=O)(=O)[O-] p-toluene-sulfonate